C(C)C1=C(N=C2C(=N1)C(=NC=C2)N)NC2CCOCC2 3-ethyl-N2-(tetrahydro-2H-pyran-4-yl)pyrido[3,4-b]pyrazine-2,5-diamine